NC1=NC=CC(=N1)OC1=CC(=C(C=C1)N1C(N(CC1=O)C1=CC(=C(C=C1)F)OC(F)(F)F)=O)C(C)C 3-{4-[(2-amino-4-pyrimidinyl)oxy]-2-isopropylphenyl}-1-[4-fluoro-3-(trifluoromethoxy)phenyl]-2,4-imidazolidinedione